ClC=1C(=CC(=C(C(=O)NS(=O)(=O)C2=CC=C(C=C2)OC[C@H]2CNCC2)C1)F)OCC1CCCC1 (R)-5-chloro-4-(cyclopentylmethoxy)-2-fluoro-N-((4-(pyrrolidin-3-ylmethoxy)phenyl)sulfonyl)benzamide